propionic acid, ethylmethylammonium salt C(C)[NH2+]C.C(CC)(=O)[O-]